FC1(C(C1)N1N=C(C=2C=NC(=C(C21)F)C2=CC(=CC1=CC=C(C(=C21)C#C)F)OCOC)C2C1CN(CC21)C(=O)OC(C)(C)C)F tert-butyl 6-[1-(2,2-difluorocyclopropyl)-6-[8-ethynyl-7-fluoro-3-(methoxymethoxy)-1-naphthyl]-7-fluoro-pyrazolo[4,3-c]pyridin-3-yl]-3-azabicyclo[3.1.0]hexane-3-carboxylate